FC(C1=CC=CC(=N1)C=1N=C(SC1)NC(CNC(=O)C=1C=C2[C@](COCC2=CC1)(C)F)=O)F (S)-N-(2-((4-(6-(difluoromethyl)pyridin-2-yl)thiazol-2-yl)amino)-2-oxoethyl)-4-fluoro-4-methylisochromane-6-carboxamide